2-AMINO-3-(TRIFLUOROMETHOXY)BENZALDEHYDE NC1=C(C=O)C=CC=C1OC(F)(F)F